FC1=C(C=C(C=C1)F)C1=C(C(=NC=C1)N1C[C@H](CC1)F)NC(CN1CCOCC1)=O (S)-N-(4-(2,5-difluoro-phenyl)-2-(3-fluoropyrrolidin-1-yl)pyridin-3-yl)-2-morpholinoacetamide